(3R)-3-amino-5-[[4-[5-(difluoromethyl)-1,3,4-oxadiazol-2-yl]phenyl]methyl]-7-[5-(2,2-difluoromorpholin-4-yl)-1,3,4-oxadiazol-2-yl]-1,1-dioxo-2,3-dihydro-1λ6,5-benzothiazepine-4-One N[C@H]1CS(C2=C(N(C1=O)CC1=CC=C(C=C1)C=1OC(=NN1)C(F)F)C=C(C=C2)C=2OC(=NN2)N2CC(OCC2)(F)F)(=O)=O